5-(1-hydroxyethyl)-N-[(5-phenyl-1,3,4-thiadiazol-2-yl)methyl]isoxazole-3-carboxamide OC(C)C1=CC(=NO1)C(=O)NCC=1SC(=NN1)C1=CC=CC=C1